methyl 5-methyl-1-(2-trimethylsilylethoxymethyl)pyrazolo[3,4-c]pyridine-3-carboxylate CC=1C=C2C(=CN1)N(N=C2C(=O)OC)COCC[Si](C)(C)C